FN(C1=C(C(=C(C(=C1F)F)F)F)F)F perfluoroaniline